2-(4-bromophenyl)-4,4-difluoro-6-(hydroxymethyl)cyclohexane-1-carboxylic acid BrC1=CC=C(C=C1)C1C(C(CC(C1)(F)F)CO)C(=O)O